4-Oxo-1,4-dihydro-[1,10]phenanthroline-3-carboxylic acid O=C1C(=CNC2=C3N=CC=CC3=CC=C12)C(=O)O